BrC1=CC=C(C=N1)CN(C(CCCC)=O)[C@H](C(=O)OC)C(C)C (S)-Methyl 2-(N-((6-bromopyridin-3-yl)methyl)pentanamido)-3-methylbutanoate